(R)-1-(1-(6-chloro-5-(cyclopropylmethoxy)-2-iodopyridin-3-yl)-3,3-dimethylbut-2-yl)-4-oxo-1,4-dihydropyridine-3-carboxylic acid ethyl ester C(C)OC(=O)C1=CN(C=CC1=O)[C@H](CC=1C(=NC(=C(C1)OCC1CC1)Cl)I)C(C)(C)C